C(#N)C1=CC(=CC=2N=C(OC21)C=2C(=C(C=CC2)C2=C(C(=CC=C2)C=2OC1=C(N2)C=C(C(=C1)OC(F)F)CN1[C@@H](CCC1)C(=O)O)C)C)CNC1(COC1)C ((2-(3'-(7-cyano-5-(((3-methyloxetan-3-yl)amino)methyl)benzo[d]oxazol-2-yl)-2,2'-dimethyl-[1,1'-biphenyl]-3-yl)-6-(difluoromethoxy)benzo[d]oxazol-5-yl)methyl)-L-proline